N-(3-Chloro-1H-indol-7-yl)-1-[(3-methyloxetan-3-yl)methyl]pyrazol-4-sulfonamid ClC1=CNC2=C(C=CC=C12)NS(=O)(=O)C=1C=NN(C1)CC1(COC1)C